FC1=C(C(=O)N2CCN(CC2)CC2=C(C=NC=C2)N2C(NC(CC2)=O)=O)C=C(C=C1)CC1=NNC(C2=CC=CC=C12)=O 1-(4-((4-(2-fluoro-5-((4-oxo-3,4-dihydrophthalazin-1-yl)methyl)benzoyl)piperazin-1-yl)methyl)pyridin-3-yl)dihydropyrimidine-2,4(1H,3H)-dione